ClC1=CC=C(CC=2NC=C(N2)C2=C(C=C(C=C2)Br)Br)C=C1 2-(4-chlorobenzyl)-4-(2,4-dibromophenyl)imidazole